N-(5-Chloro-6-(2H-1,2,3-triazol-2-yl)pyridin-3-yl)-1-(1-((N-methylformamido)-methyl)isochinolin-4-yl)-5-(trifluoromethyl)-1H-pyrazol-4-carboxamid ClC=1C=C(C=NC1N1N=CC=N1)NC(=O)C=1C=NN(C1C(F)(F)F)C1=CN=C(C2=CC=CC=C12)CN(C=O)C